CC1=C(C=CC2=C1C(NS2(=O)=O)=O)OC=2C=C(C#N)C=C(C2)F 3-((4-methyl-1,1-dioxido-3-oxo-2,3-dihydrobenzo[d]isothiazol-5-yl)oxy)-5-fluorobenzonitrile